F[C@H]1CN(CC[C@H]1NC1=CC=CN2C(=C(C=C12)C#CCNC=1C=CC(=NC1OC)C(=O)O)CC(F)(F)F)C 5-((3-(8-(((3S,4R)-3-fluoro-1-methylpiperidin-4-yl)amino)-3-(2,2,2-trifluoroethyl)indolizin-2-yl)prop-2-yn-1-yl)amino)-6-methoxypyridine-2-carboxylic acid